2-cyano-N-(1-cyanocyclopropyl)-N-ethyl-5-[3-[5-(1,1,2,3,3,3-hexafluoropropoxy)-2-methyl-4-(trifluoromethyl)pyrazol-3-yl]isoxazol-5-yl]thiophene-3-carboxamide C(#N)C=1SC(=CC1C(=O)N(CC)C1(CC1)C#N)C1=CC(=NO1)C=1N(N=C(C1C(F)(F)F)OC(C(C(F)(F)F)F)(F)F)C